4-(Cyanomethyl)-4-hydroxy-piperidine-1-formic acid tert-butyl ester C(C)(C)(C)OC(=O)N1CCC(CC1)(O)CC#N